1,3-diiodoacetone ICC(=O)CI